ethyl 8-methyl-2-{[(2S)-4-methylmorpholin-2-yl]methyl}-4,5-dihydro-2H-furo[2,3-g]indazole-7-carboxylate CC1=C(OC=2CCC3=CN(N=C3C21)C[C@@H]2CN(CCO2)C)C(=O)OCC